ClC=1C(NN=CC1N1C[C@@H](CC1)OC1=NC=NC(=C1)C=1C(=NOC1C)C)=O (R)-4-chloro-5-(3-((6-(3,5-dimethylisoxazol-4-yl)pyrimidin-4-yl)oxy)pyrrolidin-1-yl)pyridazin-3(2H)-one